Ethyl-succinic acid C(C)C(C(=O)O)CC(=O)O